C[B-](C1=C(C(=C(C(=C1)F)F)F)F)(C1=C(C(=C(C(=C1)F)F)F)F)C1=C(C(=C(C(=C1)F)F)F)F.C[Si](C)(C)[Si+]([Si](C)(C)C)[Si](C)(C)C tris(trimethylsilyl)silylium methyltris(2,3,4,5-tetrafluorophenyl)borate